2-[4-[1-(2,6-dioxo-3-piperidyl)-2-oxo-benzo[cd]indol-6-yl]-1-piperidyl]-N-[2-[[8-fluoro-6-hydroxy-7-(1,1,4-trioxo-1,2,5-thiadiazolidin-2-yl)-2-naphthyl]oxy]ethyl]acetamide O=C1NC(CCC1N1C(C2=C3C(C(=CC=C13)C1CCN(CC1)CC(=O)NCCOC1=CC3=C(C(=C(C=C3C=C1)O)N1S(NC(C1)=O)(=O)=O)F)=CC=C2)=O)=O